C[C@@H]1N(CCCC1)C(C[C@@H](C(=O)N[C@H](C(=O)NCC=1C=C(C=CC1)NC(OC(C)(C)C)=O)C)NC(CCC1=CC=CC=C1)=O)=O tert-butyl (3-(((S)-2-((S)-4-((S)-2-methylpiperidin-1-yl)-4-oxo-2-(3-phenylpropanamido)butanamido) propanamido)methyl)phenyl)-carbamate